[La].FC(C=1C=CC(=NC1)NS(=O)(=O)C1=CC=CC=C1)(F)F N-(5-trifluoromethylpyridin-2-yl)benzenesulfonamide lanthanum